N-(3-chloro-5-(methylsulfonamido)phenyl)-5-methyl-1-(5-(methylsulfinyl)pyrimidin-2-yl)-1H-pyrrole-3-carboxamide ClC=1C=C(C=C(C1)NS(=O)(=O)C)NC(=O)C1=CN(C(=C1)C)C1=NC=C(C=N1)S(=O)C